2-chloro-4,6-dimethyl-pyridine-3-carbonitrile ClC1=NC(=CC(=C1C#N)C)C